2,2',2''-(cyclopropane-1,2,3-triylidene)tris(2-(2,3,5,6-tetrafluoro-4-(trifluoromethyl)phenyl)-acetonitrile) C1(C(C1=C(C#N)C1=C(C(=C(C(=C1F)F)C(F)(F)F)F)F)=C(C#N)C1=C(C(=C(C(=C1F)F)C(F)(F)F)F)F)=C(C#N)C1=C(C(=C(C(=C1F)F)C(F)(F)F)F)F